C1(CC1)N1C(C(=CC=C1)NC(=O)C=1C(=NC=2N(C1)C=C(N2)C21COC(C2)(C1)C)OC(C)C)=O N-(1-cyclopropyl-2-oxo-1,2-dihydropyridin-3-yl)-7-isopropoxy-2-(1-methyl-2-oxabicyclo[2.1.1]hexan-4-yl)imidazo[1,2-a]pyrimidine-6-carboxamide